((6-(difluoromethoxy)-2-(2,2'-dimethyl-3'-((3-(morpholinomethyl)-1,7-naphthyridin-8-yl)amino)-[1,1'-biphenyl]-3-yl)benzo[d]oxazol-5-yl)methyl)-L-proline FC(OC1=CC2=C(N=C(O2)C=2C(=C(C=CC2)C2=C(C(=CC=C2)NC=2N=CC=C3C=C(C=NC23)CN2CCOCC2)C)C)C=C1CN1[C@@H](CCC1)C(=O)O)F